CN1C(=NN=C1)C1CCN(CC1)C1=C(C#N)C=CC=C1C1=CN(C(C=C1)=O)C 2-(4-(4-methyl-4H-1,2,4-triazol-3-yl)piperidin-1-yl)-3-(1-methyl-6-oxo-1,6-dihydropyridin-3-yl)benzonitrile